C(CC)OC(C#CCC\C=C/CC)OCCC (6Z)-1,1-dipropoxy-6-nonen-2-yne